1-methylamino-cyclopropanecarboxylic acid methyl ester COC(=O)C1(CC1)NC